C1=CC2=C(C=C1I)C(=O)C3=C2C=CC(=C3)I 2,7-diiodofluorenone